2-(oxiran-2-yl)-N,N-bis((oxiran-2-ylmethoxy)methyl)ethanamine O1C(C1)CCN(COCC1OC1)COCC1OC1